tert-butyl 7-(3-(2-(1-(3,5-dimethyl-1H-pyrazol-1-yl)-3-ethoxy-3-oxopropyl)thiazol-4-yl)propyl)-3,4-dihydro-1,8-naphthyridine-1(2H)-carboxylate CC1=NN(C(=C1)C)C(CC(=O)OCC)C=1SC=C(N1)CCCC1=CC=C2CCCN(C2=N1)C(=O)OC(C)(C)C